FC=1C(=C(C=CC1F)C1N(OC(C1)(C(F)(F)F)C1=CC=CC=C1)CC1=C(C=C(C=C1)OC)OC)OC 3-(3,4-difluoro-2-methoxyphenyl)-2-(2,4-dimethoxybenzyl)-5-phenyl-5-(trifluoromethyl)-isoxazolidine